rac-2-(spiro[bicyclo[4.1.0]heptane-3,2'-[1,3]dioxolan]-1-ylmethyl)isoindole-1,3-dione O1C2(OCC1)CC1(CC1CC2)CN2C(C1=CC=CC=C1C2=O)=O